3-(2-(Prop-2-yn-1-yloxy)pyrimidin-5-yl)-N-(4-(trifluoromethyl)phenyl)pyrazin-2-amine C(C#C)OC1=NC=C(C=N1)C=1C(=NC=CN1)NC1=CC=C(C=C1)C(F)(F)F